6-chloro-6-deoxygalactose chlorine [Cl].ClC[C@H]([C@@H]([C@@H]([C@H](C=O)O)O)O)O